BrC1=C(C=CC=C1)C1=CN(C=C1)C 3-(2-bromo-phenyl)-1-methyl-1H-pyrrole